tri-butyl-amine C(CCC)N(CCCC)CCCC